S(=O)(=O)(O)C(C(=O)O)(CC(=O)O)N1C(CCC1=O)=O.S(=O)(=O)(O)C(C(=O)O)(CC(=O)O)N1C(CCC1=O)=O.C(CO)O Ethylene glycol bis(sulfosuccinimidyl succinate)